(2R,4R)-4-((6-bromo-3-fluoropyridin-2-yl)methyl)-2-methylpiperidine-4-carboxylic acid methyl ester trifluoroacetate salt FC(C(=O)O)(F)F.COC(=O)[C@]1(C[C@H](NCC1)C)CC1=NC(=CC=C1F)Br